C(C1=CC=CC=C1)N1CC(OCC1)N1N=CC2=CC=CC=C12 (4-benzylmorpholin-2-yl)-1H-indazole